FC1=CC=C(C=C1)NC1=NC=NC2=CC=C(C=C12)NC(CC1=CC=C(C(=O)NO)C=C1)=O 4-(2-((4-((4-fluorophenyl)amino)quinazolin-6-yl)amino)-2-oxoethyl)-N-hydroxybenzoamide